(S)-o-chlorophenyl-glycine ClC1=C(C=CC=C1)NCC(=O)O